C1(=CC=CC=C1)C1=C(NC=C1)C1=CC=CC=C1 Diphenyl-azole